5-chloro-2-iodo-1,3-dimethylbenzene ClC=1C=C(C(=C(C1)C)I)C